FC(S(=O)(=O)C=1C=C(C=CC1)C[C@@H]1CC2(CN(C2)C(=O)N2C[C@@H]3[C@@H](OCC(N3)=O)CC2)CC1)(F)F (4aR,8aS)-6-[(6R)-6-[[3-(trifluoromethylsulfonyl)phenyl]methyl]-2-azaspiro[3.4]octane-2-carbonyl]-4,4a,5,7,8,8a-hexahydropyrido[4,3-b][1,4]oxazin-3-one